8-oxo-8-(undec-3-yloxy)octanoic acid O=C(CCCCCCC(=O)O)OC(CC)CCCCCCCC